bromo-5-ethynyl-1-methyl-pyrazole BrC1=NN(C(=C1)C#C)C